The molecule is an amphetamine in which the parent 1-phenylpropan-2-amine skeleton is substituted at position 1 with an hydroxy group and the phenyl ring is 2- and 5-substituted with methoxy groups. It is an antihypotensive agent (pressor), an agonist acting directly at alpha-adrenoceptors with selectivity for the alpha-1 adrenoceptor subtype similar to phenylephrine. It has a role as an antihypotensive agent and an alpha-adrenergic agonist. CC(C(C1=C(C=CC(=C1)OC)OC)O)N